(R)-6-(1-(piperidin-4-yl)-1H-pyrazol-4-yl)-4-(1-(pyridin-2-yl)ethoxy)pyrazolo[1,5-a]pyridine-3-carbonitrile N1CCC(CC1)N1N=CC(=C1)C=1C=C(C=2N(C1)N=CC2C#N)O[C@H](C)C2=NC=CC=C2